[C@H]12CC(C[C@@H]2C1)OC1=NC(=NC=C1C(=O)NC\C=C\S(=O)(=O)C)C(C)(C)C 4-(((1R,3S,5S)-bicyclo[3.1.0]hexan-3-yl)oxy)-2-(tert-butyl)-N-((E)-3-(methylsulfonyl)allyl)pyrimidine-5-carboxamide